2-(chloromethyl)-5-(4-trifluoromethylphenyl)-1,3,4-thiadiazole ClCC=1SC(=NN1)C1=CC=C(C=C1)C(F)(F)F